CN(CCC1=CN(C2=CC=CC=C12)C(CCCC(=O)O)=O)C 5-(3-(2-(dimethylamino)ethyl)-1H-indol-1-yl)-5-oxopentanoic acid